ClC1=CC=C(C=C1)C=1CC[C@@](CC1CN1CCN(CC1)C1=CC=C(C=C1)C(=O)OCC)(C)CN1CCN(CC1)C1CCN(CC1)C(=O)OC(C)(C)C tert-butyl (R)-4-(4-((4'-chloro-6-((4-(4-(ethoxycarbonyl)phenyl)piperazin-1-yl)methyl)-4-methyl-2,3,4,5-tetrahydro-[1,1'-biphenyl]-4-yl)methyl)piperazin-1-yl)piperidine-1-carboxylate